N-aminopentyl-succinimide methacrylate C(C(=C)C)(=O)O.NCCCCCN1C(CCC1=O)=O